FC=1C=C2C(=NNC2=CC1OCCOC)C1=CC(=NO1)C1=CC=C(C(=O)N2CCS(CC2)(=O)=N)C=C1 4-(4-{5-[5-Fluoro-6-(2-methoxyethoxy)-1H-indazol-3-yl]-1,2-oxazol-3-yl}benzoyl)-1-imino-1lambda6-thiomorpholin-1-on